2,2-DIMETHYL-BUT-3-YNOIC ACID CC(C(=O)O)(C#C)C